spermidine-HCl Cl.NCCCCNCCCN